(6R,6aS,11aR)-2-(benzyloxy)-14-(cyclopropylmethyl)-6a-hydroxy-9-phenyl-6,6a,7,7a,9,11-hexahydro-6,11a-(epiminoethano)naphtho[2,1-f]indazol-8(5H)-one C(C1=CC=CC=C1)OC=1C=CC=2C[C@@H]3[C@@]4(CC5C(N(N=C5C[C@@]4(C2C1)CCN3CC3CC3)C3=CC=CC=C3)=O)O